1-chloro-2,2,3-trifluoropropane ClCC(CF)(F)F